CN1C[C@H]2[C@H](OCCN2C2=C(C=C(N=N2)C2=C(C=C(C=C2C)C)O)C)CC1 2-[6-[(4aS,8aR)-6-methyl-3,4a,5,7,8,8a-hexahydro-2H-pyrido[4,3-b][1,4]oxazin-4-yl]-5-methyl-pyridazin-3-yl]-3,5-dimethyl-phenol